3-(3-(2-fluoro-4-isothiocyanatophenyl)isoxazol-5-yl)-(5-(4-(isopropylsulfonyl)phenyl)-pyrazin-2-yl) carbamate C(N)(OC1=NC=C(N=C1C1=CC(=NO1)C1=C(C=C(C=C1)N=C=S)F)C1=CC=C(C=C1)S(=O)(=O)C(C)C)=O